(1r,2s)-2-(4-fluoro-3-(trifluoromethyl)phenyl)cyclopropanecarboxylic acid FC1=C(C=C(C=C1)[C@@H]1[C@@H](C1)C(=O)O)C(F)(F)F